(R)-3,4-dichloro-1-((S)-2-methylmorpholino)-12-oxo-6a,7,9,10-tetrahydro-12H-pyrazino[2,1-c]Pyrido[3,4-f][1,4]Oxazepine-8(6H)-carboxylic acid tert-butyl ester C(C)(C)(C)OC(=O)N1C[C@@H]2COC3=C(C(N2CC1)=O)C(=NC(=C3Cl)Cl)N3C[C@@H](OCC3)C